FC1=C(C=C(C=C1)C1C(CCCC1)=O)C (4-fluoro-3-methylphenyl)cyclohexane-1-one